6-bromo-4-((1-(4-methoxybenzyl)-5-methyl-4-nitro-1H-pyrazol-3-yl)amino)pyridine BrC1=CC(=CC=N1)NC1=NN(C(=C1[N+](=O)[O-])C)CC1=CC=C(C=C1)OC